(E)-4-(5-chloro-2-methylphenyl)-2,7-dimethylocta-2,6-dienal ClC=1C=CC(=C(C1)C(/C=C(/C=O)\C)CC=C(C)C)C